3,4-bis(benzyloxy)-2-chlorobenzoyl-hydrazine (2R)-2-(carbamoylamino)-3-phenylpropyl-carbamate C(N)(=O)N[C@@H](CNC(O)=O)CC1=CC=CC=C1.C(C1=CC=CC=C1)OC=1C(=C(C(=O)NN)C=CC1OCC1=CC=CC=C1)Cl